The molecule is a disaccharide derivative consisting of two D-galactose residues linked (1->4), feruloylated at O-6 of the residue at the non-reducing end. COC1=C(C=CC(=C1)/C=C/C(=O)OC[C@@H]2[C@@H]([C@@H]([C@H]([C@@H](O2)O[C@H]3[C@H](OC([C@@H]([C@H]3O)O)O)CO)O)O)O)O